N-[(1S)-1-(4-{4-chloro-2,3,7,10-tetraazatricyclo[7.4.0.02,6]trideca-1(9),3,5,7-tetraen-10-yl}phenyl)-2,2,2-trifluoroethyl]-N-methyl-2-(pyrrolidin-3-yl)acetamide ClC1=NN2C=3CCCN(C3C=NC2=C1)C1=CC=C(C=C1)[C@@H](C(F)(F)F)N(C(CC1CNCC1)=O)C